C(CCC)N1N=C(N=N1)C=1C=C(C(=O)N)C=CC1C=1N=NN(N1)CCCC 3,4-bis(2-butyl-2H-1,2,3,4-tetrazol-5-yl)benzamide